C(C)(C)N(C(C)C)CC dl-N,N-diisopropylethylamine